(+-)-4-METHYL-2-PHENYL-3,6-DIHYDRO-2H-PYRAN CC=1C[C@@H](OCC1)C1=CC=CC=C1 |r|